N-(Trans-3-(2-(4-(2,3-dichlorophenyl)piperazin-1-yl)ethyl)cyclobutyl)-1-hydroxycyclopropane-1-carboxamide ClC1=C(C=CC=C1Cl)N1CCN(CC1)CC[C@@H]1C[C@H](C1)NC(=O)C1(CC1)O